[2-[2-(methylamino)phenyl]phenyl]palladium (1+) CNC1=C(C=CC=C1)C1=C(C=CC=C1)[Pd+]